COC(C=C(CC1=C(C=CC(=C1)F)[N+](=O)[O-])N)=O 3-amino-4-(5-fluoro-2-nitrophenyl)but-2-enoic acid methyl ester